[F-].C(CCCCCCCCCCC)[N+]1(CCCC1)CCCC 1-Dodecyl-1-butylpyrrolidinium fluorid